(3S,6S,9aR)-3,6-diisobutyl-2-(3-phenylpropyl)hexahydro-4H-pyrazino[1,2-a]pyrazine-4,7(6H)-dione C(C(C)C)[C@@H]1N(C[C@@H]2N(C1=O)[C@H](C(NC2)=O)CC(C)C)CCCC2=CC=CC=C2